N-ethyl-2-(6-methoxynaphthalen-1-yl)-N-methylethan-1-amine fumarate C(\C=C\C(=O)O)(=O)O.C(C)N(CCC1=CC=CC2=CC(=CC=C12)OC)C